4-[4-benzyloxy-1-(4-fluoro-3-methyl-phenyl)-2-isopropylsulfonyl-indol-3-yl]Benzoic acid C(C1=CC=CC=C1)OC1=C2C(=C(N(C2=CC=C1)C1=CC(=C(C=C1)F)C)S(=O)(=O)C(C)C)C1=CC=C(C(=O)O)C=C1